2-(2-methoxypyridin-3-yl)-2-methylpropanaldehyde COC1=NC=CC=C1C(C=O)(C)C